COCC1(C(C=CC(=C1)C(C)(C)C)O)COC 2,2-dimethoxymethyl-4-tert-butylphenol